N-(2-fluoro-6-(3-methoxyazetidin-1-yl)benzyl)-2-(9-(pyridin-2-yl)-6-oxaspiro[4.5]decan-9-yl)ethylamine FC1=C(CNCCC2(CCOC3(CCCC3)C2)C2=NC=CC=C2)C(=CC=C1)N1CC(C1)OC